OCC1OC(C(NC1)=O)(C)C 6-(hydroxymethyl)-2,2-dimethylmorpholin-3-one